ClC1=CC=C(C=C1)S(=O)(=O)\N=C(\N[C@H]1C[C@H](CC1)S(N)(=O)=O)/N1N=C([C@H](C1)C1=CC=CC=C1)C1=CC=C(C=C1)F (S,Z)-N'-((4-chlorophenyl)sulfonyl)-3-(4-fluorophenyl)-4-phenyl-N-((1R,3S)-3-sulfamoylcyclopentyl)-4,5-dihydro-1H-pyrazole-1-carboximidamide